FC(OC1=CC=C(C=C1)NN=C(C#N)C#N)(F)F 2-[2-[4-(trifluoromethoxy)phenyl]hydrazinylidene]-propanedinitrile